CN1N=CC(=C1)C=1C=CC=2N(N1)N=CC2N2CCN(CC2)C(=O)O (R)-4-(6-(1-methyl-1H-pyrazol-4-yl)pyrazolo[1,5-b]pyridazin-3-yl)piperazine-1-carboxylic acid